N-((R)-(4-chlorophenyl)(trans-4-(trifluoromethyl)cyclohexyl)methyl)-3-oxopiperazine-1-carboxamide ClC1=CC=C(C=C1)[C@H](NC(=O)N1CC(NCC1)=O)[C@@H]1CC[C@H](CC1)C(F)(F)F